5,7-dimethoxy-2-(4-methoxy-3,5-dimethylphenyl)quinazolin-4(3H)-one COC1=C2C(NC(=NC2=CC(=C1)OC)C1=CC(=C(C(=C1)C)OC)C)=O